N-(2-(diisopropylamino)ethyl)-3-((4-bromofluorophenylthio)amino)quinoxaline-2-carboxamide rac-tert-butyl-{[2,5-dioxo-4-(tetrahydro-2H-pyran-4-yl)imidazolidin-4-yl]methyl}carbamate C(C)(C)(C)N(C(O)=O)C[C@]1(NC(NC1=O)=O)C1CCOCC1.C(C)(C)N(CCNC(=O)C1=NC2=CC=CC=C2N=C1NSC1=C(C=C(C=C1)Br)F)C(C)C |r|